BETA-HYDROXYISOVALERATE OC(CC(=O)[O-])(C)C